5-((4-isopropoxy-3-(trifluoromethyl)benzyl)oxy)-2,3-dihydro-1H-inden-1-one C(C)(C)OC1=C(C=C(COC=2C=C3CCC(C3=CC2)=O)C=C1)C(F)(F)F